C[C@H](C(=O)N1CC2=CC=C(C=C2C1)C1=C(C(=O)OC)C=CC=C1)CC Methyl (S)-2-(2-(2-methylbutanoyl)isoindolin-5-yl)benzoate